N-(1-(6-(tetrahydrofuran-3-yl)pyridin-2-yl)-2,3-dihydro-1H-pyrrolo[3,2-c]pyridin-6-yl)acetamide O1CC(CC1)C1=CC=CC(=N1)N1CCC=2C=NC(=CC21)NC(C)=O